7-{8-fluoro-2-methylimidazo[1,2-a]pyridin-6-yl}-5-hydroxy-3-(piperidin-4-yl)quinazolin-4-one FC=1C=2N(C=C(C1)C1=CC(=C3C(N(C=NC3=C1)C1CCNCC1)=O)O)C=C(N2)C